C1(CC1)C=1C(=C2C=CNC2=C(C1)C)CN1[C@@H](CC2(CC(C2)C#N)CC1)C1=CC=C(C=C1)C(=O)N1CC2(C1)CN(C2)C(C)C (2R,4s,6S)-7-((5-cyclopropyl-7-methyl-1H-indol-4-yl)methyl)-6-(4-(6-isopropyl-2,6-diazaspiro[3.3]heptane-2-carbonyl)phenyl)-7-azaspiro[3.5]nonane-2-carbonitrile